C(C1=CC=CC=C1)OC([C@@H](NC(C(F)(F)F)=O)CCCCN)=O trifluoroacetyl-L-lysine Benzyl Ester